N[C@H](C)C(=O)O[C@@H]1CC[C@H](CC1)C(F)(F)F Trans-4-(trifluoromethyl)cyclohexyl D-alaninate